[B].[Fe].[Nd].[Ni].[Cu].[Ni] nickel-copper-nickel neodymium iron boron